S(=O)(=O)([O-])C1=CC=C(C)C=C1.C[NH2+]C dimethylammonium tosylate